BrC=1C(NC=2C=C(C=NC2C1)C(=O)OCC)=O Ethyl 7-bromo-6-oxo-5,6-dihydro-1,5-naphthyridine-3-carboxylate